C1COCCN1CCCNC(=S)NN 4-[3-(4-morpholino)propyl]-3-thiosemicarbazide